ClC1=C(C=C(C=C1)C#N)C1=CC=C(C=C1)C(=O)O 2'-chloro-5'-cyano-[1,1'-biphenyl]-4-carboxylic acid